1-(3-(4-Methoxyphenyl)-1,2,4-oxadiazol-5-yl)-N-((1-((Tetrahydro-2H-pyran-2-yl)methyl)pyrrolidin-3-yl)methyl)piperidin-4-carboxamid COC1=CC=C(C=C1)C1=NOC(=N1)N1CCC(CC1)C(=O)NCC1CN(CC1)CC1OCCCC1